BrC1=CC=CC(=N1)C(=O)NC1=CC=C(C=N1)C=1N=NN(C1)C1CN(CC(C1)NC(=O)OC(C)(C)C)C(=O)OCC1=CC=CC=C1 benzyl 3-(4-(6-(6-bromopicolinamido)pyridin-3-yl)-1H-1,2,3-triazol-1-yl)-5-((tert-butoxycarbonyl)amino)piperidine-1-carboxylate